HEXANETHIOATE C(CCCCC)([O-])=S